mononatrium citrate C(CC(O)(C(=O)O)CC(=O)O)(=O)[O-].[Na+]